C(C1=CC=CC=C1)OC1=C(C(=CC(=C1)O)O)C(=O)N1CCCCC1 (2-benzyloxy-4,6-dihydroxy-phenyl)-(1-piperidinyl)methanone